FC(C(=O)O)(F)F.CC1=NOC(=C1C1=CC=C2C=3N(C(C(OC31)C(=O)N)C3=NC=CC=C3)C(N2)=O)C 7-(3,5-dimethylisoxazol-4-yl)-2-oxo-4-pyridin-2-yl-1,2,4,5-tetrahydroimidazo[1,5,4-de][1,4]benzoxazine-5-carboxamide 2,2,2-trifluoroacetate